4-(2-fluoro-4-benzoylphenylthio)phenylbis(4-fluorophenyl)sulfonium hexafluoroantimonate F[Sb-](F)(F)(F)(F)F.FC1=C(C=CC(=C1)C(C1=CC=CC=C1)=O)SC1=CC=C(C=C1)[S+](C1=CC=C(C=C1)F)C1=CC=C(C=C1)F